BrC1=CC=C(S1)C1=NNC(=C1)NC(C1=CC=C(C=C1)OCCCN1CCOCC1)=O N-(3-(5-bromothiophen-2-yl)-1H-pyrazol-5-yl)-4-(3-morpholinopropoxy)benzamide